CC=1N(N=C2C(=NN=C(C21)C)N2CCC(CC2)C(=O)NC2CCN(CC2)C)C2=CC=C(C=C2)C 1-(3,4-dimethyl-2-(p-tolyl)-2H-pyrazolo[3,4-d]pyridazin-7-yl)-N-(1-methylpiperidin-4-yl)piperidine-4-carboxamide